[N+](=O)([O-])C1=C(C=CC=C1)NC(=O)N1[C@@H](CCC1)C(=O)N[C@@H](CC1=CC2=CC=CC=C2C=C1)C(=O)N(CC1=CC=CC=C1)C 1-[[(2-nitrophenyl)amino]carbonyl]-L-prolyl-N-methyl-3-(2-naphthyl)-N-(phenylmethyl)-L-alaninamide